4-(3-fluoro-2-methoxyphenyl)-6-methylnicotinamide FC=1C(=C(C=CC1)C1=CC(=NC=C1C(=O)N)C)OC